ClC1=NC(=NC(=C1CCCNC(OC(C)(C)C)=O)Cl)SC tert-butyl (3-(4,6-dichloro-2-(methylthio)pyrimidin-5-yl)propyl)carbamate